potassium trifluoroacetate salt FC(C(=O)[O-])(F)F.[K+]